yttrium tris(N,N'-di-isopropylformamidine) C(C)(C)NC=NC(C)C.C(C)(C)NC=NC(C)C.C(C)(C)NC=NC(C)C.[Y]